CC(C)C[C@H](CC(C=C)=C)O (4R)-2-Methyl-6-methylene-7-octen-4-ol